1-(3,5-dichlorophenyl)-8-(3-(3-(2,2-dimethyl-4-oxo-3,8,11,14,17,20,23-heptaoxa-5-azapentacosan-25-yl)ureido)phenyl)-7-methoxy-1,4-dihydrochromeno[4,3-c]pyrazole-3-carboxylic acid ClC=1C=C(C=C(C1)Cl)N1N=C(C2=C1C=1C=C(C(=CC1OC2)OC)C2=CC(=CC=C2)NC(=O)NCCOCCOCCOCCOCCOCCOCCNC(OC(C)(C)C)=O)C(=O)O